N1CC(C1)NC(C1=CC=C(C=C1)[C@@H]1CC2(CC(C2)C#N)CCN1CC1=C2C=CNC2=C(C=C1C1CC1)C)=O N-(azetidin-3-yl)-4-((2R,4r,6S)-2-cyano-7-((5-cyclopropyl-7-methyl-1H-indol-4-yl)methyl)-7-azaspiro[3.5]nonan-6-yl)benzamide